(5'S,7a'R)-5'-(3,5-difluorophenyl)-1-(5,6-difluoropyridine-2-carbonyl)tetrahydro-3'H-spiro[piperidine-4,2'-pyrrolo[2,1-b]-[1,3]oxazol]-3'-one FC=1C=C(C=C(C1)F)[C@@H]1CC[C@H]2OC3(C(N21)=O)CCN(CC3)C(=O)C3=NC(=C(C=C3)F)F